2-(1-(5-((S)-4-phenyl-3,4-dihydro-1H-benzo[4,5]imidazo[2,1-c][1,4]oxazin-7-yl)pyrimidin-2-yl)piperidin-3-yl)acetic acid C1(=CC=CC=C1)[C@@H]1N2C(COC1)=NC1=C2C=C(C=C1)C=1C=NC(=NC1)N1CC(CCC1)CC(=O)O